(S)-2-((1-(2-(bis(4-fluorophenyl)methylene)hydrazineyl)-1-oxopropan-2-yl)carbamoyl)-4-methoxypyridin-3-yl acetate C(C)(=O)OC=1C(=NC=CC1OC)C(N[C@H](C(=O)NN=C(C1=CC=C(C=C1)F)C1=CC=C(C=C1)F)C)=O